ClC1=CC2=C(N=C([N-]2)C)C=C1 5-chloro-2-methylbenzimidazolate